C1(=C(C=CC=C1)[I+]C(C)(C)C1=CC=CC=C1)C toluylcumyl-iodonium